methyl 3-(3-aminocyclohexyl)-2-(pyridin-2-yl)-3H-imidazo[4,5-c]pyridine-6-carboxylate NC1CC(CCC1)N1C(=NC2=C1C=NC(=C2)C(=O)OC)C2=NC=CC=C2